6-Amino-2-(3,5-dichloro-4-((5-(3-ethyl-phenyl)-6-oxo-1,6-dihydro-pyridazin-3-yl)oxy)phenyl)-1,2,4-triazine-3,5(2H,4H)-dione NC=1C(NC(N(N1)C1=CC(=C(C(=C1)Cl)OC1=NNC(C(=C1)C1=CC(=CC=C1)CC)=O)Cl)=O)=O